1-chloro-9,10-bis(isopropylcarbonyloxy)anthracene ClC1=CC=CC2=C(C3=CC=CC=C3C(=C12)OC(=O)C(C)C)OC(=O)C(C)C